N-(2,5-dioxo-4-imidazolidinyl)urea O=C1NC(C(N1)NC(=O)N)=O